C(C)N1CCN(CC1)C1=CC2=C(N=CN=C2N[C@H](C)C2=C(C(=CC=C2)C(F)(F)F)C)N=C1OC (R)-6-(4-ethylpiperazin-1-yl)-7-methoxy-N-(1-(2-methyl-3-(trifluoromethyl)phenyl)ethyl)pyrido[2,3-d]pyrimidin-4-amine